1-(6,7-dihydro-9-chloro-5H-benzo[6,7]cyclohepta[1,2-c]pyridazin-3-yl)-N3-(3-fluoro-4-(4-pyrrolidin-1-ylpiperidin-1-yl)phenyl)-1H-1,2,4-triazole-3,5-diamine ClC=1C=CC2=C(CCCC3=C2N=NC(=C3)N3N=C(N=C3N)NC3=CC(=C(C=C3)N3CCC(CC3)N3CCCC3)F)C1